FC=1C(=C(C=CC1F)[C@@H]1[C@H](S[C@@](C1)(C(F)(F)F)C)C(=O)NC1=CC(=CC=C1)S(N)(=O)=O)OC (2S,3R,5S)-3-(3,4-difluoro-2-methoxyphenyl)-5-methyl-N-(3-sulfamoylphenyl)-5-(trifluoromethyl)tetrahydrothiophene-2-carboxamide